ClC1=C(OC=2C=CC(=C(C2)S(=O)(=O)NC2(CC(C2)O)[2H])O)C(=CC(=C1)N1N=C(C(NC1=O)=O)C(F)F)Cl 5-(2,6-dichloro-4-(6-(difluoromethyl)-3,5-dioxo-4,5-dihydro-1,2,4-triazin-2(3H)-yl)phenoxy)-2-hydroxy-N-((1r,3r)-3-hydroxycyclobutyl-1-d)benzenesulfonamide